N-(10-(2-(6-(2-(8-oxa-3-azabicyclo-[3.2.1]octan-3-yl)thiazol-4-yl)-2,3-difluorophenoxy)acetamido)decyl)-4-(2,4-dioxotetrahydropyrimidin-1(2H)-yl)benzamide C12CN(CC(CC1)O2)C=2SC=C(N2)C2=CC=C(C(=C2OCC(=O)NCCCCCCCCCCNC(C2=CC=C(C=C2)N2C(NC(CC2)=O)=O)=O)F)F